C(C(C)C)N1CCN(CC1)CC(=O)NC=1N=CC2=CC=C(C=C2C1)C=1C=NN(C1)C 2-(4-isobutylpiperazin-1-yl)-N-(6-(1-methyl-1H-pyrazol-4-yl)isoquinolin-3-yl)acetamide